tert-butyl 4-(7-bromoheptoxy)piperidine-1-carboxylate BrCCCCCCCOC1CCN(CC1)C(=O)OC(C)(C)C